[N+](=O)([O-])CCC(=O)OC[C@H]1O[C@H]([C@@H]([C@H]([C@@H]1O)O)O)N1OC(C=C1)=O ((2R,3S,4S,5R,6R)-3,4,5-Trihydroxy-6-(5-oxoisoxazol-2(5H)-yl)-tetrahydro-2H-pyran-2-yl)-methyl 3-nitropropanoate